4-(((cis)-4-(4-carbamoylphenyl)cyclohexyl)oxy)-1H-1,2,3-triazole-5-carboxylic acid 2,2,2-trifluoroacetate FC(C(=O)O)(F)F.C(N)(=O)C1=CC=C(C=C1)[C@H]1CC[C@H](CC1)OC=1N=NNC1C(=O)O